FC1(CC12CC(C2)NCC2=CC(=C1CN(C(C1=C2)=O)C2=CC(=CC=C2)C2(CC(C2)OC)C2=NN=CN2C)C(F)(F)F)F 6-(((1,1-difluorospiro[2.3]hexan-5-yl)amino)methyl)-2-(3-((1r-3r)-3-methoxy-1-(4-methyl-4H-1,2,4-triazol-3-yl)cyclobutyl)phenyl)-4-(trifluoromethyl)isoindolin-1-one